OC1(COC2=CC=CC=C2C1=O)CCC1(COC2=CC=CC=C2C1=O)O 3-Hydroxy-3-(2-(3-hydroxy-4-oxochroman-3-yl)ethyl)chroman-4-one